6-Amino-4-methoxy-3',6'-dihydro-2'H-[3,4']bipyridinyl NC1=CC(=C(C=N1)C=1CCNCC1)OC